1-methyl-N-((5-phenyl-1,3,4-thiadiazol-2-yl)methyl)-1H-imidazole-4-carboxamide CN1C=NC(=C1)C(=O)NCC=1SC(=NN1)C1=CC=CC=C1